NC1=CC=C(C=C1)C1=C([IH]C=C1)C(=O)NC(=O)N 4-amino-N-(aminocarbonyl)phenyliodolamide